N-(4-Chlorophenyl)-3-(pyridin-3-yl)-3a,4,5,6,7,7a-hexahydro-4,7-methanobenzo[d]isoxazole-7a-carboxamide ClC1=CC=C(C=C1)NC(=O)C12C(C(=NO1)C=1C=NC=CC1)C1CCC2C1